C(C)OC1=C(CBr)C=CC=C1 2-(ethoxy)benzyl bromide